2-methoxy-4-(pyrrolidin-3-ylamino)benzoic acid methyl ester hydrochloride Cl.COC(C1=C(C=C(C=C1)NC1CNCC1)OC)=O